methyl 2-[1-(pyridin-4-yl)-1H-pyrazol-4-yl]acetate N1=CC=C(C=C1)N1N=CC(=C1)CC(=O)OC